COC(=O)C1(C(CCC1)C(=O)O)C(=O)O (methoxycarbonyl)cyclopentane-1,2-dicarboxylic acid